Ethyl (E)-2-(6-fluoro-1-oxo-3-(pyridin-2-yl)-1H-isochromen-4-yl)-3-hydroxybut-2-enoate FC=1C=C2C(=C(OC(C2=CC1)=O)C1=NC=CC=C1)/C(/C(=O)OCC)=C(/C)\O